(6-chlorothieno[2,3-b]pyridine-2-yl)(3,3-difluorocyclobutyl)methanol ClC1=CC=C2C(=N1)SC(=C2)C(O)C2CC(C2)(F)F